(3-((benzyloxy)methyl)cyclobutyl)benzene C(C1=CC=CC=C1)OCC1CC(C1)C1=CC=CC=C1